C(C=1C(=C(C=CC1C(C)(C)C)O)C(C)(C)C)C=1C(=C(C=CC1C(C)(C)C)O)C(C)(C)C methylenebis(2,4-di-t-butylphenol)